C(C)(C)(C)OC(=O)N[C@@]1(CN(CC1)C1=CC(=NC=C1C(=O)OCC)Cl)C ethyl (S)-4-(3-((tert-Butoxycarbonyl) amino)-3-methylpyrrolidin-1-yl)-6-chloronicotinate